5-(4-Cyclopropylphenyl)-N-(5-{[(1S,2S)-2-hydroxycyclohexyl]carbamoyl}-2-methylphenyl)pyridine-3-carboxamide C1(CC1)C1=CC=C(C=C1)C=1C=C(C=NC1)C(=O)NC1=C(C=CC(=C1)C(N[C@@H]1[C@H](CCCC1)O)=O)C